C(CC(C)C)N N-isopentylamine